ClC1=NC=C(C=N1)C=1N(C2=NC=NC(=C2C1)N1CCOCC1)COCC[Si](C)(C)C (2-{[2-(2-chloro-5-pyrimidinyl)-4-morpholino-1H-1,5,7-triazainden-1-yl]methoxy}ethyl)tris(methyl)silane